2-methyl-N-[3-chloro-4-[4-[2-(4-piperidinyl)acetyl]piperazine-1-carbonyl]phenyl]-5-[6-(dimethylamino)-2,5-difluoro-3-pyridinyl]-imidazole-2-carboxamide CC1(N=C(C=N1)C=1C(=NC(=C(C1)F)N(C)C)F)C(=O)NC1=CC(=C(C=C1)C(=O)N1CCN(CC1)C(CC1CCNCC1)=O)Cl